6-(3-bromophenyl)-3-methyl-1-phenyl-1,5-dihydro-4H-pyrazolo[3,4-d]pyrimidin-4-one BrC=1C=C(C=CC1)C=1NC(C2=C(N1)N(N=C2C)C2=CC=CC=C2)=O